4-[4-(5-Cyclobutoxymethyl-thiophen-3-yl)-2,6-difluoro-phenoxy]-butyric acid C1(CCC1)OCC1=CC(=CS1)C1=CC(=C(OCCCC(=O)O)C(=C1)F)F